adamantyl-lithium C12(CC3CC(CC(C1)C3)C2)[Li]